3-fluoro-4-[[5-(2-methyl-4-pyridinyl)-6-tetrahydropyran-4-yl-1H-pyrazolo[4,3-g]isoquinolin-8-yl]oxy]benzoic acid FC=1C=C(C(=O)O)C=CC1OC1=NC(=C(C2=CC3=C(C=C12)NN=C3)C3=CC(=NC=C3)C)C3CCOCC3